NC(C(SC1=NC(=C(C(=C1C#N)CC)C#N)N(C)C)C1=CC=C(C(=O)N)C=C1)=O 4-(2-amino-1-((3,5-dicyano-6-(dimethylamino)-4-ethylpyridin-2-yl)sulfanyl)-2-oxoEthyl)benzamide